2-[3,5-dichloro-4-[(3-cyclopentyl-1H-indol-5-yl)oxy]phenyl]-3,5-dioxo-4H-1,2,4-tri-azine-6-carbonitrile ClC=1C=C(C=C(C1OC=1C=C2C(=CNC2=CC1)C1CCCC1)Cl)N1N=C(C(NC1=O)=O)C#N